CN1CC2(CC1)CCN(CC2)C(=O)N 2-methyl-2,8-diazaspiro[4.5]Decane-8-carboxamide